CC=1C=C(C=CC1N1CCC(CC1)C(F)(F)F)NC1CC(C1)C(=O)O 3-({3-methyl-4-[4-(trifluoromethyl)piperidin-1-yl]phenyl}amino)cyclobutane-1-carboxylic acid